BrC1=NC=C(C=N1)NC(=O)C=1C(=CC=2N(C1)C=C(N2)C)OCC N-(2-bromopyrimidin-5-yl)-7-ethoxy-2-methylimidazo[1,2-a]pyridine-6-carboxamide